2-[1-[4-[6-(cyclobutoxymethyl)-2-pyridinyl]-2,6-difluoro-phenyl]-4-piperidinyl]acetic acid C1(CCC1)OCC1=CC=CC(=N1)C1=CC(=C(C(=C1)F)N1CCC(CC1)CC(=O)O)F